C(C)OC(=O)[C@@H]1N(CC[C@H](C1)C)C(C(CCCNC=NN)NS(=O)(=O)C=1C=CC=C2CC(CNC12)C)=O (2R,4R)-1-[5-[(aminoiminomethyl)amino]-1-oxo-2-[[(1,2,3,4-tetrahydro-3-methyl-8-quinolyl)sulfonyl]amino]amyl]-4-methyl-2-piperidinecarboxylic acid ethyl ester